(R)-1-((8-(3'-(7-chloro-5-(hydroxymethyl)benzo[d]oxazol-2-yl)-2,2'-dimethylbiphenyl-3-ylamino)-1,7-naphthyridin-3-yl)methyl)pyrrolidin-3-ol ClC1=CC(=CC=2N=C(OC21)C=2C(=C(C=CC2)C2=C(C(=CC=C2)NC=2N=CC=C1C=C(C=NC21)CN2C[C@@H](CC2)O)C)C)CO